FC(CC1N(S(OC1)(=O)=O)C(=O)OCC1=CC=CC=C1)(F)F benzyl 4-(2,2,2-trifluoroethyl)-1,2,3-oxathiazolidine-3-carboxylate 2,2-dioxide